NC1=NC2=CC(=CC=C2C=N1)C=1C=C(C(=O)NC2=CC(=C(C=C2)CN2CCN(CC2)C)C(F)(F)F)C=CC1C 3-(2-Aminoquinazolin-7-yl)-4-methyl-N-(4-((4-methylpiperazin-1-yl)methyl)-3-(trifluoromethyl)phenyl)benzamide